3-(1,1-difluoroethyl)-4-(trifluoromethyl)-1H-pyrazole-5-carboxylic acid FC(C)(F)C1=NNC(=C1C(F)(F)F)C(=O)O